dimethylsilyl-(2-indenyl)(2-phenylindenyl)zirconium dichloride [Cl-].[Cl-].C[SiH](C)[Zr+2](C1C(=CC2=CC=CC=C12)C1=CC=CC=C1)C=1CC2=CC=CC=C2C1